COC1=C(C=CC(=C1)N1CCN(CC1)C)NC=1N=CC=2C(=NC=NC2)N1 ((2-methoxy-4-(4-methylpiperazin-1-yl)phenyl)amino)pyrimido[4,5-d]pyrimidine